tert-butyl ((trans)-4-aminocyclohexyl)-carbamate N[C@@H]1CC[C@H](CC1)NC(OC(C)(C)C)=O